ClC=1SC=CC1CCCCC(=O)O 5-(2-chlorothiophen-3-yl)pentanoic acid